methyl-acryloyl chloride CC=CC(=O)Cl